FC(CNC(=O)C1CNCCC1)(F)F 3-(2,2,2-trifluoroethylcarbamoyl)piperidine